C1(=CC=CC2=CC=CC=C12)CC(=O)Cl 1-naphthylacetyl chloride